OCCNCCC(=O)O 3-((2-hydroxyethyl)amino)propanoic acid